Methyl 6-(1-(4,4,5,5-tetramethyl-1,3,2-dioxaborolan-2-yl)cyclopropyl)quinoline-4-carboxylate CC1(OB(OC1(C)C)C1(CC1)C=1C=C2C(=CC=NC2=CC1)C(=O)OC)C